N[C@](COC=1C=CC(=NC1C)C1=CC(=NC=C1)NC(OC)=O)(CC(C)(C)F)C Methyl (S)-(5-((2-amino-4-fluoro-2,4-dimethylpentyl)oxy)-6-methyl-[2,4'-bipyridin]-2'-yl)carbamate